(S)-4-(3-fluorobenzyl)-N-(5-methyl-7-((1-methylpiperidin-4-yl)methoxy)-4-oxo-2,3,4,5-tetrahydrobenzo[b][1,4]oxazepin-3-yl)-1H-pyrazole-1-carboxamide FC=1C=C(CC=2C=NN(C2)C(=O)N[C@@H]2C(N(C3=C(OC2)C=CC(=C3)OCC3CCN(CC3)C)C)=O)C=CC1